BrC[Si](Cl)(C)C Bromomethyl-dimethyl-chlorosilane